CC1=C(C=C(C=C1)C(F)(F)F)N1CCN(CC1)C(C#CC1=CC(=CC=C1)S(F)(F)(F)(F)F)=O 1-(4-(2-methyl-5-(trifluoromethyl)phenyl)piperazine-1-yl)-3-(3-(pentafluoro-λ6-sulfaneyl)phenyl)prop-2-yn-1-one